ClC1=C(C(=CC=C1)Cl)N1N=C(C(=C1)NC1=CC=C(C=C1)C(NCCF)=O)C(=O)N 1-(2,6-dichlorophenyl)-4-((4-((2-fluoroethyl)carbamoyl)phenyl)amino)-1H-pyrazole-3-carboxamide